benzyl ((5R)-1-(4-cyano-3-(trifluoromethyl)phenyl)-5-((S)-2,2,2-trifluoro-1-hydroxyethyl)pyrrolidin-3-yl)carbamate C(#N)C1=C(C=C(C=C1)N1CC(C[C@@H]1[C@@H](C(F)(F)F)O)NC(OCC1=CC=CC=C1)=O)C(F)(F)F